ClC=1N=C(C2=C(N1)C=CC=N2)NC=2N=CN(C2)C2=CC(=C(C(=C2)OC)OC)OC 2-chloro-N-(1-(3,4,5-trimethoxyphenyl)-1H-imidazol-4-yl)pyrido[3,2-d]pyrimidin-4-amine